ClC1=C2C(=C(NC2=CC=C1F)C(=O)N1CCN(CC1)C(=O)[C@H]1OCCC1)F (S)-(4-chloro-3,5-difluoro-1H-indol-2-yl)(4-(tetrahydrofuran-2-carbonyl)piperazin-1-yl)methanone